NC1=CC=CC(=N1)S(=O)(=O)NC(=O)C=1C(=NC(=CC1)C=1C=NC(=CC1)N(C)C)OC1=C(C=C(C=C1C)C)C N-[(6-Amino-2-pyridyl)sulfonyl]-6-[6-(dimethylamino)-3-pyridyl]-2-(2,4,6-trimethylphenoxy)pyridin-3-carboxamid